4-[4-hydroxy-2-(2-hydroxyethyl)butyl]piperidine-1-carboxylic acid tert-butyl ester C(C)(C)(C)OC(=O)N1CCC(CC1)CC(CCO)CCO